N-Succinimidyl 15-azido-4,7,10,13-tetraoxapentadecanoate C1CC(=O)N(C1=O)OC(=O)CCOCCOCCOCCOCCN=[N+]=[N-]